(R)-3-methyl-4-(4-(1-(methylsulfonyl)cyclopropyl)-1-(1-((2-(trimethylsilyl)ethoxy)methyl)-1H-pyrazol-5-yl)-1H-pyrazolo[3,4-b]pyridin-6-yl)morpholine C[C@H]1N(CCOC1)C1=CC(=C2C(=N1)N(N=C2)C2=CC=NN2COCC[Si](C)(C)C)C2(CC2)S(=O)(=O)C